C1(CC1)NC(C1=C(C=C(C=C1OC)C1=CN=C2N1C=CC(=C2)OCC(CN2CCCCC2)O)OC(F)F)=O N-cyclopropyl-2-(difluoromethoxy)-4-[7-[2-hydroxy-3-(1-piperidyl)propoxy]imidazo[1,2-a]pyridin-3-yl]-6-methoxy-benzamide